ClC(C)C(CC(C(CCC(C(CC)Cl)Cl)Cl)Cl)Cl 2,3,5,6,9,10-hexachlorododecane